C(C)(C)(C)OC(=O)N1C[C@H](C(CC1)(C)O)F (3R)-3-fluoro-4-hydroxy-4-methylpiperidine-1-carboxylic acid tert-butyl ester